P1CCCC1 PHOSPHOLIDINE